7-((6-cyano-5-(trifluoromethyl)pyridin-3-yl)amino)-6-hydroxy-6-methyl-7-oxoheptanoic acid ethyl ester C(C)OC(CCCCC(C(=O)NC=1C=NC(=C(C1)C(F)(F)F)C#N)(C)O)=O